BrC=1C=C2C(=CN1)N(C(=C2C#N)NC(OC(C)(C)C)=O)C2=C(C(=CC=C2C)OC)C tert-butyl (5-bromo-3-cyano-1-(3-methoxy-2,6-dimethylphenyl)-1H-pyrrolo[2,3-c]pyridin-2-yl)carbamate